C(CC)(=O)[O-].C(CC)(=O)O.C(CCC)OCCCN.[Na+] monosodium butoxypropylamine dipropionate